CC(C)(C)OC(=O)N[C@H]1CCCNC1 S-3-(Boc-amino)piperidine